C(C1=CC=CC=C1)NCC1=C(C=C(C=2C(CCCC12)=O)NC(C)=O)F N-(4-((benzylamino)methyl)-3-fluoro-8-oxo-5,6,7,8-tetrahydronaphthalen-1-yl)acetamide